FC1=CC=CC=C1C(=O)N 6-fluorobenzamid